4-chlorobenzyl (4-((1-isopropyl-N-methyl-1H-pyrazole-5-carboxamido)meth-yl)phenyl)carbamate C(C)(C)N1N=CC=C1C(=O)N(C)CC1=CC=C(C=C1)NC(OCC1=CC=C(C=C1)Cl)=O